3-amino-5-{2-[(6-methoxy-1,2,3,4-tetrahydroisoquinolin-7-yl)amino]quinazolin-7-yl}benzonitrile NC=1C=C(C#N)C=C(C1)C1=CC=C2C=NC(=NC2=C1)NC1=C(C=C2CCNCC2=C1)OC